N1-(2,4-dimethoxybenzyl)-N2-(2-(pyridin-2-yl)ethyl)oxalamide COC1=CC(=C(C=C1)CNC(=O)C(=O)NCCC2=CC=CC=N2)OC